FC1(CCN(CCC1)C=1N=NC(=C(C1C(=O)NC=1C=C(C=CC1)[S@](=O)(C)=NC(OC(C)(C)C)=O)C)C1=CC=C(C=C1)C(F)F)F tert-butyl (R)-((3-(3-(4,4-difluoroazepan-1-yl)-6-(4-(difluoromethyl)phenyl)-5-methylpyridazine-4-carboxamido)phenyl)(methyl)(oxo)-λ6-sulfaneylidene)carbamate